CS(=O)(=O)C1=CC=C(C=C1)C1=CC=C2C(=N1)SC(=N2)O[C@@H](C)C2CCN(CC2)C2=NC=C(C=N2)CCC (S)-5-(4-(methylsulfonyl)phenyl)-2-(1-(1-(5-propylpyrimidin-2-yl)piperidin-4-yl)ethoxy)thiazolo[5,4-b]pyridine